C(C)(C)(C)C1=CC(=C(C=C1)C1=CC(=C(C(=N1)C)C(C)O)OCC1=CC=C(C=C1)OC)C 1-[6-(4-tert-butyl-2-methyl-phenyl)-4-[(4-methoxyphenyl)methoxy]-2-methyl-3-pyridyl]ethanol